ClC=1C(=C(C(=O)O\N=C\C2=CC=CC=C2)C(=CC1)Cl)OC (E)-benzaldehyde O-(3,6-dichloro-2-methoxybenzoyl) oxime